3-(2,6-dimethylbenzyloxy)-N-(pyridin-3-yl)thiophene-2-carboxamide CC1=C(COC2=C(SC=C2)C(=O)NC=2C=NC=CC2)C(=CC=C1)C